FC1=C(C=C(C=C1)F)[C@@H]1N(CCC1)C=1C=C2C(=NNC2=CC1)\C=C\C1=NC=CC=C1 (R,E)-5-(2-(2,5-difluorophenyl)pyrrolidin-1-yl)-3-(2-(pyridin-2-yl)vinyl)-1H-indazole